6,7-dimethoxy-2-methyl-N-[1-{5-[3-(5-methyl-1,3,4-oxadiazol-2-yl)phenyl]-thiophen-2-yl}-ethyl]quinazolin-4-amine COC=1C=C2C(=NC(=NC2=CC1OC)C)NC(C)C=1SC(=CC1)C1=CC(=CC=C1)C=1OC(=NN1)C